C1(=CC=CC=C1)C1=CC=2C3=CC=CC=C3C3=CC=CC(=C1)C23 2-phenylfluoranthene